3-((S)-2-((E)-3-(4-chloro-2-fluorophenyl)acrylamido)-3-cyclopropylpropanamido)-2-oxo-4-((S)-2-oxopyrrolidin-3-yl)butanamide ClC1=CC(=C(C=C1)/C=C/C(=O)N[C@H](C(=O)NC(C(C(=O)N)=O)C[C@H]1C(NCC1)=O)CC1CC1)F